N1C=CC2=CC(=CC=C12)S(=O)(=O)N1C=C(C=C1)C(=O)NC1=C(C=CC=C1)C 1-((1H-indol-5-yl)sulfonyl)-N-(o-tolyl)-1H-pyrrole-3-carboxamide